OC1=CC=CC(=N1)C1C2CN(C(C1)C2)C(=O)OC(C)(C)C tert-butyl 5-(6-hydroxypyridin-2-yl)-2-azabicyclo[2.2.1]heptane-2-carboxylate